(1R,3S,5R)-N-(1-(2,2,2-trifluoroethyl)pyrrolidin-3-yl)-2-azabicyclo[3.1.0]hexane-3-carboxamide FC(CN1CC(CC1)NC(=O)[C@H]1N[C@@H]2C[C@@H]2C1)(F)F